3-methylenecyclobutane-1-carboxylic acid C=C1CC(C1)C(=O)O